COC(=O)C=1N=C(C2=CC(=CC=C2C1O)OC1=CC=CC=C1)Br 1-Bromo-4-hydroxy-7-phenoxyisoquinoline-3-carboxylic acid methyl ester